chloro-2-(3-chlorophenyl)-5-(2-methoxyphenoxy)pyrimidin-4-amine ClC1=C(C(=NC(=N1)C1=CC(=CC=C1)Cl)N)OC1=C(C=CC=C1)OC